((cis)-3-((tertbutyldimethylsilyl)oxy)cyclobutyl)methanol C(C)(C)(C)[Si](O[C@H]1C[C@H](C1)CO)(C)C